1-methyl-N-phenyl-6-(trifluoromethyl)-1,2-dihydro-3H-benzo[e]indole-3-carboximidamide CC1CN(C=2C=CC3=C(C12)C=CC=C3C(F)(F)F)C(NC3=CC=CC=C3)=N